N-(3-(2-Amino-1-fluoroethyl)-4-fluorophenyl)-4-cyclopropyl-2-(4-fluoro-2-methylphenoxy)-5-(trifluoromethyl)benzamide NCC(F)C=1C=C(C=CC1F)NC(C1=C(C=C(C(=C1)C(F)(F)F)C1CC1)OC1=C(C=C(C=C1)F)C)=O